ClCC1=NC=2C(=NC(=CC2)C(=O)OC(C)C)N1C[C@H]1OCC1 isopropyl (S)-2-(chloromethyl)-3-(oxetan-2-ylmethyl)-3H-imidazo[4,5-b]pyridine-5-carboxylate